C(C)(C)(C)OC(N(S(=O)(=O)C(F)(F)F)[C@H](COC=1C=NC(=C(C1)C(NC1(CC1)C#N)=O)Cl)C)=O N-[(1S)-2-[[6-chloro-5-[(1-cyanocyclopropyl)carbamoyl]-3-pyridinyl]oxy]-1-methyl-ethyl]-N-(trifluoromethylsulfonyl)carbamic acid tert-butyl ester